2-(1-naphthyl)pyridine C1(=CC=CC2=CC=CC=C12)C1=NC=CC=C1